6-(1-methylpyrazolo[4,3-d]pyrimidin-7-yl)-3-(trifluoromethyl)-7,8-dihydro-5H-1,6-naphthyridine CN1N=CC=2N=CN=C(C21)N2CC=1C=C(C=NC1CC2)C(F)(F)F